CN(C=1N=C(C(=NC1C)C(=O)N)NC1=CC(=CC=C1)CCNC([C@H](C)N(C(\C=C\CN(C)C)=O)C)=O)C (S,E)-5-(dimethylamino)-3-((3-(2-(2-(4-(dimethylamino)-N-methylbut-2-enamido)propanamido)ethyl)phenyl)amino)-6-methylpyrazine-2-carboxamide